FC1=C(C=O)C(=CC(=C1)F)C1=NN=NN1 (d)-2,4-difluoro-6-(1H-tetrazol-5-yl)benzaldehyde